C(C)(C)(C)C1=CC=C(C=C1)C1[C@@H]2CN(C[C@H]12)C(=O)C1CC2(C1)NC(OC2)=O (2s,4S)-2-((1R,5S,6S)-6-(4-(tert-Butyl)phenyl)-3-azabicyclo[3.1.0]hexan-3-carbonyl)-7-oxa-5-azaspiro[3.4]octan-6-on